(methyl 5-((3-((5,7-dimethoxy-4-oxo-2-(3,4,5-trimethoxyphenyl)-4H-chromen-3-yl) oxy) propyl) thio)-1,3,4-oxadiazol-2-yl) benzenesulfonate C1(=CC=CC=C1)S(=O)(=O)OC1(OC(=NN1)SCCCOC1=C(OC2=CC(=CC(=C2C1=O)OC)OC)C1=CC(=C(C(=C1)OC)OC)OC)C